di-tert-butyl 3-(4-(((tert-butyldiphenylsilyl)oxy)-methyl)-2-(ethoxycarbonyl)pent-4-enoyl)-6,7-dihydro-1H-pyrazolo[4,3-c]pyridine-1,5(4H)-dicarboxylate [Si](C1=CC=CC=C1)(C1=CC=CC=C1)(C(C)(C)C)OCC(CC(C(=O)C1=NN(C2=C1CN(CC2)C(=O)OC(C)(C)C)C(=O)OC(C)(C)C)C(=O)OCC)=C